Glycerylamine C(C(O)CO)N